NC=1C=C(C=O)C=C(C1O)C(F)(F)F 3-amino-4-hydroxy-5-(trifluoromethyl)benzaldehyde